COCCOC1=CC(=NC2=CC=C(C=C12)N)C1=CN=CS1 4-(2-methoxyethoxy)-2-(thiazol-5-yl)quinolin-6-amine